C(C)OC(CN1C(C2=CC=C(C=C2CC1)C=1C(=NC=CC1)SC(C)C)=O)=O [6-(2-isopropylsulfanyl-pyridin-3-yl)-1-oxo-3,4-dihydro-1H-isoquinolin-2-yl]-acetic Acid Ethyl Ester